C(C)OCCOCCOCCOC1=CC=C(C=C1)C[C@@H](C(=O)O)N1CCN(CCN(CCN(CC1)CC(=O)O)CC(=O)O)CC(=O)O (2S)-3-(4-{2-[2-(2-ethoxyethoxy)ethoxy]ethoxy}phenyl)-2-[4,7,10-tris(carboxymethyl)-1,4,7,10-tetraazacyclododecane-1-yl]propionic acid